[2,3'-bipyridine]-6-carboxamide N1=C(C=CC=C1C(=O)N)C=1C=NC=CC1